2-(benzyloxy)-5-bromobenzaldehyde C(C1=CC=CC=C1)OC1=C(C=O)C=C(C=C1)Br